1-[3-(3,5-difluorophenyl)-6-{3-fluoro-2-[(hydroxyimino)methyl]-6-methylphenyl}quinolin-4-yl]piperidin-4-amine FC=1C=C(C=C(C1)F)C=1C=NC2=CC=C(C=C2C1N1CCC(CC1)N)C1=C(C(=CC=C1C)F)C=NO